C1(=CC=CC=C1)S(=O)(=O)NC=1C(=C(C=CC1)/C=C/[C@@H](CCOC1=C(C=CC=C1)CCC(=O)O)O)C 3-[2-[(E,3R)-5-[3-(benzenesulfonamido)-2-methylphenyl]-3-hydroxypent-4-enoxy]phenyl]propanoic acid